(S)-2-((4-(3-Chloro-4-(2-chloro-3-(6-methoxy-5-((((5-oxopyrrolidin-2-yl)methyl)amino)methyl)pyridin-2-yl)phenyl)pyridin-2-yl)-2-methoxybenzyl)amino)acetic acid formic acid salt C(=O)O.ClC=1C(=NC=CC1C1=C(C(=CC=C1)C1=NC(=C(C=C1)CNC[C@H]1NC(CC1)=O)OC)Cl)C1=CC(=C(CNCC(=O)O)C=C1)OC